CN(C(C=C)=O)C=1C=C2C(=NC1)N(N=C2C)C=2C=NC(=CC2)C(F)(F)F N-methyl-N-(3-methyl-1-(6-(trifluoromethyl)pyridin-3-yl)-1H-pyrazolo[3,4-b]pyridin-5-yl)acrylamide